C1(CC1)C1=C(N=C(S1)NC(OC(C)(C)C)=O)C1=CC(=C(C=C1)F)F tert-butyl (5-cyclopropyl-4-(3,4-difluorophenyl)thiazol-2-yl)carbamate